(E)-1-methyl-3-(4-(trifluoromethyl)styryl)benzene CC1=CC(=CC=C1)\C=C\C1=CC=C(C=C1)C(F)(F)F